ClCC1=NC=CC=C1OC 2-(chloromethyl)-3-methoxypyridine